{1-{1-[(3-chloro-2-thienyl)carbonyl]piperidin-4-yl}-3-[4-(7H-pyrrolo[2,3-d]pyrimidin-4-yl)-1H-pyrazol-1-yl]azetidin-3-yl}acetonitrile ClC1=C(SC=C1)C(=O)N1CCC(CC1)N1CC(C1)(N1N=CC(=C1)C=1C2=C(N=CN1)NC=C2)CC#N